C1(CC1)C1=C(C2=C(N=C(N=C2)NC2=CC=C(C=C2)N2CCN(CC2)C)N(C1=O)C)C#C[Si](C(C)C)(C(C)C)C(C)C 6-cyclopropyl-8-methyl-2-{[4-(4-methylpiperazin-1-yl)phenyl]amino}-5-[2-(triisopropylsilyl)ethynyl]pyrido[2,3-d]pyrimidin-7-one